C(#N)C1=CC=C(C2=CC=CC=C12)NC(C(C)(C)N1N=CC(=C1)C#CC1(CN(C1)C=1C=C2C(N(C(C2=CC1)=O)C1C(NC(CC1)=O)=O)=O)O)=O N-(4-cyanonaphthalen-1-yl)-2-(4-(2-(1-(2-(2,6-dioxopiperidin-3-yl)-1,3-dioxo-2,3-dihydro-1H-isoindol-5-yl)-3-hydroxyazetidin-3-yl)ethynyl)-1H-pyrazol-1-yl)-2-methylpropanamide